1-(4-methyl-6-((5-methyl-1H-pyrazol-3-yl)amino)pyrimidin-2-yl)piperidin-4-one CC1=NC(=NC(=C1)NC1=NNC(=C1)C)N1CCC(CC1)=O